FC1=C(C=CC=C1[N+](=O)[O-])C1=NN(C=C1C([2H])([2H])N(C(OC(C)(C)C)=O)C)C tert-butyl ((3-(2-fluoro-3-nitrophenyl)-1-methyl-1H-pyrazol-4-yl)methyl-d2)(methyl)carbamate